C(#C)C1=NN=C(S1)NC(N)=O 3-(5-ethynyl-1,3,4-thiadiazol-2-yl)urea